ClC1=CC2=C(N(CN=C2)C2=C(C=CC=C2CC)CC)N=C1Cl 6,7-Dichloro-1-(2,6-diethylphenyl)pyrido[2,3-d]pyrimidine